2-chloro-4-trifluoromethylphenylacetic acid ClC1=C(C=CC(=C1)C(F)(F)F)CC(=O)O